N-[4-[(4-ethyl-1-piperazinyl)methyl]-3-(trifluoro-methyl)phenyl]-N'-[4-[[6-(methylamino)-4-pyrimidinyl]oxy]phenyl]-urea C(C)N1CCN(CC1)CC1=C(C=C(C=C1)NC(=O)NC1=CC=C(C=C1)OC1=NC=NC(=C1)NC)C(F)(F)F